S1C=NC2=C1C=CC=C2N2C[C@H](CCC2)CN2[C@@H]([C@H]([C@@H]([C@H](C2)O)O)O)CO (2R,3R,4R,5S)-1-(((R)-1-(benzo[d]thiazol-4-yl)piperidin-3-yl)methyl)-2-(hydroxymethyl)piperidine-3,4,5-triol